C(C)(=O)N1CC(CCC1)NC=1C=C2CCN(C(C2=CC1)=O)C[C@@H](CN1CC2=CC=CC=C2CC1)O 6-[(1-acetyl-3-piperidyl)amino]-2-[(2R)-3-(3,4-dihydro-1H-isoquinolin-2-yl)-2-hydroxypropyl]-3,4-dihydroisoquinolin-1-one